C(C)(=O)OC(C=C)COC(C)=O 3,4-diacetoxybutene